methyl 5-(5-{(1S)-1-[3-(1-cyanocyclopropyl)-5-(trifluoromethoxy)benzamido]ethyl}-3-methyl-1H-1,2,4-triazol-1-yl)pyrazine-2-carboxylate C(#N)C1(CC1)C=1C=C(C(=O)N[C@@H](C)C2=NC(=NN2C=2N=CC(=NC2)C(=O)OC)C)C=C(C1)OC(F)(F)F